(4-((2-azidoethyl)amino)-1,2,5-oxadiazol-3-yl)-4-(3-bromo-4-fluorophenyl)-1,2,4-oxadiazol-5(4H)-one N(=[N+]=[N-])CCNC=1C(=NON1)C1=NOC(N1C1=CC(=C(C=C1)F)Br)=O